(1R,2S,5S)-N-((S)-1-hydroxy-3-((S)-2-oxopyrrolidin-3-yl)propan-2-yl)-6,6-dimethyl-3-((R)-2-phenylpropanoyl)-3-azabicyclo[3.1.0]hexane-2-carboxamide OC[C@H](C[C@H]1C(NCC1)=O)NC(=O)[C@@H]1[C@H]2C([C@H]2CN1C([C@H](C)C1=CC=CC=C1)=O)(C)C